2,7-dichloroquinazolin-4(3H)-one ClC1=NC2=CC(=CC=C2C(N1)=O)Cl